FC(C(=O)NC=1N=C2N(C=C(C=C2)B2OC(C(O2)(C)C)(C)C)C1)(F)F 2,2,2-trifluoro-N-(6-(4,4,5,5-tetramethyl-1,3,2-dioxaborolan-2-yl)imidazo[1,2-a]pyridin-2-yl)acetamide